C(CCC)C1(N(S(C2=C(N(C1)C1=CC=CC=C1)C=C(C(=C2)C(=O)OC)SC)(=O)=O)CC2=CC=C(C=C2)OC)CC methyl 3-butyl-3-ethyl-2-(4-methoxybenzyl)-7-(methylthio)-5-phenyl-2,3,4,5-tetrahydro-1,2,5-benzothiadiazepine-8-carboxylate 1,1-dioxide